ClC(=O)N1[C@@H](CN(CC1)C(=O)OC(C)(C)C)C tert-Butyl (3R)-4-(chlorocarbonyl)-3-methylpiperazine-1-carboxylate